[Si](C)(C)(C(C)(C)C)O[C@@H](CCCCC(=O)OC)\C=C\B1OC(C(O1)(C)C)(C)C Methyl (E,6S)-6-[tert-butyl(dimethyl)silyl]oxy-8-(4,4,5,5-tetramethyl-1,3,2-dioxaborolan-2-yl)oct-7-enoate